(3R)-1-(5-bromo-2,3-dihydro-1H-inden-1-yl)pyrrolidine-3-carboxylic acid BrC=1C=C2CCC(C2=CC1)N1C[C@@H](CC1)C(=O)O